NCCCNC(C1=C(C=C(C=C1)NC=1C=2N(C=CN1)C(=CN2)C2=C(C(=C(C=C2)OC(F)F)F)F)CC)=O N-(3-aminopropyl)-4-[[3-[4-(difluoromethoxy)-2,3-difluorophenyl]imidazo[1,2-a]pyrazin-8-yl]amino]-2-ethylbenzamide